ethyl 7-(4-fluoro-2-methoxy-3-methylphenyl)-2,5-dioxaspiro[3.4]oct-6-ene-6-carboxylate FC1=C(C(=C(C=C1)C1=C(OC2(COC2)C1)C(=O)OCC)OC)C